methyl-6'-ethyl-N-(ethoxymethyl)acetanilide CCC(=O)N(C1=CC=CC=C1CC)COCC